(5R)-3-[3-fluoro-4-([1,2,4]triazolo[1,5-a]pyridin-7-yl)phenyl]-5-(hydroxymethyl)-1,3-oxazolidin-2-one FC=1C=C(C=CC1C1=CC=2N(C=C1)N=CN2)N2C(O[C@H](C2)CO)=O